C12(CC3CC(CC(C1)C3)C2)CN2N=CC(=C2C)C2=NN3C(SC=C3C=3C=NC(=CC3)NC=3SC1=C(N3)C=CC=C1)=C2C(=O)O 6-(1-(adamantan-1-ylmethyl)-5-methyl-1H-pyrazol-4-yl)-3-(6-(benzo[d]thiazol-2-ylamino)pyridin-3-yl)pyrazolo[5,1-b]thiazole-7-carboxylic acid